iron-magnesium-manganese salt [Mn].[Mg].[Fe]